CC1=C(C(=C(C(=C1CC1=CC(=C(C(=C1)C(C)(C)C)O)C(C)(C)C)C)CC1=CC(=C(C(=C1)C(C)(C)C)O)C(C)(C)C)C)CC1=CC(=C(C(=C1)C(C)(C)C)O)C(C)(C)C 1,3,5-trimethyl-2,4,6-tris(3',5'-di-tert-butyl-4-hydroxybenzyl)benzene